C1NC(CCC2=C1C=CC=C2)=O 1,2,4,5-tetrahydro-2-benzazepine-3-one